6-chloro-3-(2,2-difluoroethoxy)-N-[(2,4-dimethoxyphenyl)methyl]pyridazin-4-amine ClC1=CC(=C(N=N1)OCC(F)F)NCC1=C(C=C(C=C1)OC)OC